CCNCCNCCNCCNCCCCCNCCCCCC(=O)[O-] 3,6,9,12,18-pentaazatetracosan-24-oate